ClC1=C(C=C(C=C1)Cl)CC#N 2-(2,5-dichlorophenyl)acetonitrile